[(3S,5R)-1-[1-(2,2-difluoroethyl)pyrazolo[3,4-b]pyrazin-6-yl]-5-methylpiperidin-3-yl]methanol FC(CN1N=CC=2C1=NC(=CN2)N2C[C@H](C[C@H](C2)C)CO)F